N-[3,4-dimethoxycinnamoyl]-anthranilic acid COC=1C=C(C=CC(=O)NC=2C(C(=O)O)=CC=CC2)C=CC1OC